2-(4-(5-(1-cyclopropyl-6-fluoro-1H-benzo[d]imidazol-2-yl)pyridazin-3-yl)piperazin-1-yl)-1-(pyrrolidin-1-yl)ethan-1-one C1(CC1)N1C(=NC2=C1C=C(C=C2)F)C=2C=C(N=NC2)N2CCN(CC2)CC(=O)N2CCCC2